tert-butyl ((6R,9R)-7,10-dioxo-6,9-bis((tritylthio)methyl)-2,5,8,11-tetraazatridecan-13-yl)(methyl)carbamate O=C([C@@H](NCCNC)CSC(C1=CC=CC=C1)(C1=CC=CC=C1)C1=CC=CC=C1)N[C@H](C(NCCN(C(OC(C)(C)C)=O)C)=O)CSC(C1=CC=CC=C1)(C1=CC=CC=C1)C1=CC=CC=C1